ethylamino methacrylate oxide C(C1(CO1)C)(=O)ONCC